FC1=CC(=C(C=C1)C1=CC(=CC=C1)NC(=O)C=1C(N(C=C(C1)CNCC(C)(C)C)CC(F)(F)F)=O)C1=NN=CN1C N-(4'-Fluoro-2'-(4-methyl-4H-1,2,4-triazol-3-yl)-[1,1'-biphenyl]-3-yl)-5-((neopentylamino)methyl)-2-oxo-1-(2,2,2-trifluoroethyl)-1,2-dihydropyridine-3-carboxamide